FC1=C(C=CC(=C1)C1=NC=2C=NC(=NC2N(C1=O)C(C)C)N[C@@H]1CNC[C@@H](C1)CF)NS(=O)(=O)CC1=CC=CC=C1 N-(2-fluoro-4-(2-(((3S,5R)-5-(fluoro-methyl)piperidin-3-yl)-amino)-8-isopropyl-7-oxo-7,8-dihydropteridin-6-yl)phenyl)-1-phenyl-methanesulfonamide